(6-(5-Amino-2-(tert-butylamino)pyrido[4,3-d]pyrimidin-8-yl)-2,3-dihydrobenzofuran-3-yl)carbamic acid tertiary Butyl ester C(C)(C)(C)OC(NC1COC2=C1C=CC(=C2)C2=CN=C(C1=C2N=C(N=C1)NC(C)(C)C)N)=O